[O-]S(=O)(=O)C(F)(F)F.[Pd+2].C(C=C)C1=C(C(=C(C(=C1)OC)C1=C(C=C(C=C1C(C)C)C(C)C)C(C)C)P(C(C)(C)C)C(C)(C)C)OC.[O-]S(=O)(=O)C(F)(F)F allyl-(2-di-tert-butylphosphino-3,6-dimethoxy-2',4',6'-triisopropyl-1,1'-biphenyl) palladium (II) triflate